CC1=CC=C(C=N1)CN1N=C(C=CC1=O)C=1C=NC(=NC1)OCC(F)(F)F 2-((6-methylpyridin-3-yl)methyl)-6-(2-(2,2,2-trifluoroethoxy)pyrimidin-5-yl)pyridazin-3(2H)-one